FC(C(=O)O)(F)F.C(C)C=1C=C(C=CC1OC1=CC=NC=2NC(C=NC21)=O)N2C(N(CC2=O)C2=CC(=CC=C2)OC(F)(F)F)=O 3-{3-ethyl-4-[(3-oxo-3,4-dihydropyrido[2,3-b]pyrazin-8-yl)oxy]phenyl}-1-[3-(trifluoromethoxy)phenyl]-2,4-imidazolidinedione trifluoroacetate